ClC1=CC(=C(OCC2=CC=C(C=C2)N2C(NC(CC2)=O)=O)C=C1)C1=NC2=C(N1)C(=CC(=C2)C(F)(F)F)Cl 1-(4-((4-chloro-2-(7-chloro-5-(trifluoromethyl)-1H-benzo[d]imidazol-2-yl)phenoxy)methyl)phenyl)dihydropyrimidine-2,4(1H,3H)-dione